S1C(=CC=C1)OSOC=1SC=CC1 thiopheneoxysulfide